N[C@@H]1C2=CC=CC=C2CC12CCN(CC2)C=2NC(C1=C(N2)NN=C1C1C=2C=CC=CC2C1)=O 6-((S)-1-amino-1,3-dihydrospiro[indene-2,4'-piperidin]-1'-yl)-3-(bicyclo[4.2.0]octa-1(6),2,4-trien-7-yl)-1,5-dihydro-4H-pyrazolo[3,4-d]pyrimidin-4-one